N1C(C(C2=CC=CC=C12)=O)=O indole-quinone